4-((4-(8-((2-(2,6-dioxopiperidin-3-yl)-1,3-dioxoisoindolin-4-yl)amino)octanoyl)piperazin-1-yl)methyl)-N-(4-methyl-3-((4-(pyridin-3-yl)pyrimidin-2-yl)amino)phenyl)benzamide O=C1NC(CCC1N1C(C2=CC=CC(=C2C1=O)NCCCCCCCC(=O)N1CCN(CC1)CC1=CC=C(C(=O)NC2=CC(=C(C=C2)C)NC2=NC=CC(=N2)C=2C=NC=CC2)C=C1)=O)=O